FC(C1=CC=C(C(=N1)C(=O)N)CN)(F)F 6-trifluoromethyl-3-aminomethyl-pyridineamide